1-(5-((2R,4R)-2-(2,5-difluorophenyl)-4-hydroxypyrrolidin-1-yl)-2-fluoropyrazolo[1,5-a]pyrimidin-3-yl)-3-((1S,2R)-2-fluorocyclopropyl)urea FC1=C(C=C(C=C1)F)[C@@H]1N(C[C@@H](C1)O)C1=NC=2N(C=C1)N=C(C2NC(=O)N[C@@H]2[C@@H](C2)F)F